(2S)-3-{[(azetidin-3-yl)amino]oxy}propane-1,2-diol trifluoroacetate salt FC(C(=O)O)(F)F.N1CC(C1)NOC[C@H](CO)O